COC1=C(CNC2CC2)C=CC(=C1)C#C[Si](C)(C)C N-(2-methoxy-4-((trimethylsilyl)ethynyl)benzyl)cyclopropylamine